3,3-diphenylpropionate C1(=CC=CC=C1)C(CC(=O)[O-])C1=CC=CC=C1